BrC1=C(C(=CC(=C1)OC)Br)NC(C=CC(=O)N1CCC2(CC1)C1=C(NC(O2)=O)C=CC(=C1)OC)=O N-(2,6-dibromo-4-methoxyphenyl)-4-(6-methoxy-2-oxo-1,2-dihydrospiro[benzo[d][1,3]oxazine-4,4'-piperidin]-1'-yl)-4-oxobut-2-enamide